2-chloro-6-cyano-9H-pyrido[2,3-b]indole-3-carboxylic acid methyl ester COC(=O)C1=CC2=C(NC3=CC=C(C=C23)C#N)N=C1Cl